ClC1=CC=C(C(=N1)[C@@H](C1(CCCC1)C)NC1=C(C(C1=O)=O)NC1=C(C(=NC=C1)C(=O)N(C)C)O)F (R)-4-((2-(((6-chloro-3-fluoropyridin-2-yl)(1-methylcyclopentyl)methyl)amino)-3,4-dioxocyclobut-1-en-1-yl)amino)-3-hydroxy-N,N-dimethylpicolinamide